CN1N=C(C2=CC=C(C=C12)O[C@@H]1CNCCC1)C1C(NC(CC1)=O)=O |r| 3-[1-methyl-6-[[rac-(3S)-3-piperidyl]oxy]indazol-3-yl]piperidine-2,6-dione